C1(CCC1)C(C=O)CC 2-cyclobutylbutanal